CC1=NC=CC(=C1C1=C(C(=C(C(=C1F)F)F)F)F)B(O)O 2-METHYL-3-(PERFLUOROPHENYL)PYRIDINE-4-BORONIC ACID